tert-butyl (3R,4S)-3-amino-4-fluoropyrrolidine-1-carboxylate N[C@@H]1CN(C[C@@H]1F)C(=O)OC(C)(C)C